4-[(1-cyclopropyl-1H-imidazol-2-yl)methyl]-1-piperidinecarboxylic acid tert-butyl ester C(C)(C)(C)OC(=O)N1CCC(CC1)CC=1N(C=CN1)C1CC1